COC(=O)C1=C(C2=C(N=C(N=C2)C)N(C1=O)C1=CC=C(C=C1)N)N 5-Amino-2-methyl-8-(4-aminophenyl)-7-oxopyrido[2,3-d]pyrimidine-6-carboxylic acid methyl ester